C[C@H]1N([C@H](CN(C1)C=1SC2=C(N1)C=CC(=C2)C(F)(F)F)C)C(=O)OC2CC1(CN(C1)CC1=CC=CC=C1)C2 2-benzyl-2-azaspiro[3.3]heptan-6-yl (2R,6S)-2,6-dimethyl-4-[6-(trifluoromethyl)-1,3-benzothiazol-2-yl]piperazine-1-carboxylate